2-(2-methoxy-6-(pyridin-3-yl)benzyl)-3-(pyridin-3-yl)phenol COC1=C(CC2=C(C=CC=C2C=2C=NC=CC2)O)C(=CC=C1)C=1C=NC=CC1